C(CCC)NC1=CC=CC=C1 N-(n-Butyl)anilin